C1(CCCCC1)C(=O)N1CC2=C(C=C(C=C2CC1)C=1C=C2C(=NC1)NC=C2C)[C@H]2N(CCC2)C(=O)OC(C)(C)C tert-butyl (S)-2-(2-cyclohexylformyl-6-(3-methyl-1H-pyrrolo[2,3-b]pyridin-5-yl)-1,2,3,4-tetrahydroisoquinolin-8-yl)pyrrolidine-1-carboxylate